1-diethylethylethylene C(C)C(C)(C=C)CC